CCCCCCCC/C=C\\CCOS(=O)(=O)O The molecule is a sulfuric ester obtained by the formal condensation of (3Z)-dodec-3-en-1-ol with sulfuric acid. It has a role as a Daphnia pulex metabolite and a kairomone. It is an organic sulfate and a sulfuric ester. It is a conjugate acid of a (3Z)-dodec-3-en-1-yl sulfate.